3-(2,5-dimethyl-1H-pyrrol-1-yl)-1-ethyl-1H-pyrazole CC=1N(C(=CC1)C)C1=NN(C=C1)CC